CC1(OB(OC1(C)C)C1=CC=C2C=3C=C(C=CC3C3(C2=C1)CCCC3)C3=CC=CC=C3)C 4,4,5,5-tetramethyl-2-(3'-phenylspiro[cyclopentane-1,9'-fluoren]-7'-yl)-1,3,2-dioxaborolane